NC=1N(C(C=2C=CC(=NC2C1C#N)C(=O)OC)=O)C1=C(C(=CC=C1C)OC)C methyl 7-amino-8-cyano-6-(3-methoxy-2,6-dimethylphenyl)-5-oxo-5,6-dihydro-1,6-naphthyridine-2-carboxylate